2-(3-((2-((4-(3-(dimethylamino)pyrrolidin-1-yl)-3-methoxyphenyl)amino)-5-methylthieno[2,3-d]pyrimidin-4-yl)amino)phenyl)propan-2-ol CN(C1CN(CC1)C1=C(C=C(C=C1)NC=1N=C(C2=C(N1)SC=C2C)NC=2C=C(C=CC2)C(C)(C)O)OC)C